Cl.Cl.FC1=C(C2=C(N(C=N2)CC#C[C@H]2NCCC[C@@H]2O)C=C1)C (2R,3S)-2-(3-(5-fluoro-4-methyl-1H-benzo[d]imidazol-1-yl)prop-1-yn-1-yl)piperidin-3-ol dihydrochloride